C(C)NC(=O)C1C(CCC(C1)C)C(C)C N-ethyl-5-methyl-2-(1-methylethyl)cyclohexanecarboxamide